ClC1=NC(=NC=C1F)CCl 4-chloro-2-(chloromethyl)-5-fluoropyrimidine